(1S,4s)-4-(2-Cyano-5-(((1S,2R,3S,4R)-3-((cyclopropylmethyl)carbamoyl)bicyclo[2.2.1]heptan-2-yl)carbamoyl)-4-methoxyphenoxy)-1-methylcyclohexane-1-carboxylic acid C(#N)C1=C(OC2CCC(CC2)(C(=O)O)C)C=C(C(=C1)OC)C(N[C@@H]1[C@H]2CC[C@@H]([C@@H]1C(NCC1CC1)=O)C2)=O